N-{4-[5-Chloro-3-(pyridin-2-yl)-1H-pyrrolo[3,2-b]pyridin-2-yl]pyridin-2-yl}-2-(4-fluorophenyl)acetamid ClC1=CC=C2C(=N1)C(=C(N2)C2=CC(=NC=C2)NC(CC2=CC=C(C=C2)F)=O)C2=NC=CC=C2